BrC=1C=C2C(=C(NC2=CC1)I)CC(CO[Si](C1=CC=CC=C1)(C1=CC=CC=C1)C(C)(C)C)(F)F 5-bromo-3-(3-((tert-butyldiphenylsilyl)oxy)-2,2-difluoropropyl)-2-iodo-1H-indole